3,4-difluoro-N-(2-fluoro-3-(3-(pyridin-3-yl)quinoxaline-6-carbonyl)phenyl)benzamide FC=1C=C(C(=O)NC2=C(C(=CC=C2)C(=O)C=2C=C3N=C(C=NC3=CC2)C=2C=NC=CC2)F)C=CC1F